C(CCCCCCC)(=O)OCCN(C(C=CC(NCCOCCN(C)C)=O)=O)CCOC(CCCCCCC)=O 2-methyl-9,12-dioxo-13-{2-[(1-oxooctyl) oxy] ethyl}-5-oxa-2,8,13-triazapentadec-10-en-15-yl octanoate